ClC=1C=C(C=C(C1OC=1C=C2C(=NC1)NC=1C(NCC(C12)(C)C)C(F)(F)F)Cl)N1N=C(C(NC1=O)=O)C#N 2-(3,5-dichloro-4-((5,5-dimethyl-8-(trifluoromethyl)-6,7,8,9-tetrahydro-5H-pyrrolo[2,3-b:5,4-c']dipyridin-3-yl)oxy)phenyl)-3,5-dioxo-2,3,4,5-tetrahydro-1,2,4-triazine-6-carbonitrile